N-[(4S,5S)-7-ethyl-4-(4-fluorophenyl)-3-methyl-6-oxo-1-phenyl-1H,4H,5H,6H,7H-pyrazolo[3,4-b]pyridin-5-yl]-3-iodobenzamide C(C)N1C2=C([C@@H]([C@@H](C1=O)NC(C1=CC(=CC=C1)I)=O)C1=CC=C(C=C1)F)C(=NN2C2=CC=CC=C2)C